dipropylamine ammonium salt [NH4+].C(CC)NCCC